ClC=1C=NN(C(C1Cl)=O)CC(=O)NC=1C=CC(=C(C1)S(=O)(=O)N1CC(N(CC1)C)C(=O)OC)C Methyl 4-((5-(2-(4,5-dichloro-6-oxopyridazin-1(6H)-yl)acetamido)-2-methylphenyl)sulfonyl)-1-methylpiperazine-2-carboxylate